C(=O)C1=C(C=C(C=C1)CN(C(=O)C=1C=NC(=CC1)C)C=1C(=NC=CC1)S(=O)(=O)C)[N+](=O)[O-] N-[(4-formyl-3-nitrophenyl)methyl]-N-(2-methanesulfonylpyridin-3-yl)-6-methylpyridine-3-carboxamide